4-(4-Chloro-2-methylphenoxy)-N-hydroxybutyramide ClC1=CC(=C(OCCCC(=O)NO)C=C1)C